COC(C(CC(=O)O)(C)C)=O 4-methoxy-3,3-dimethyl-4-oxobutanoic acid